5-[4-amino-5-(trifluoromethyl)pyrrolo[2,1-f][1,2,4]triazin-7-yl]-N-[(3R,4S)-4-fluoro-1-(2,4,6-trifluorobenzoyl)pyrrolidin-3-yl]-2-methylbenzamide NC1=NC=NN2C1=C(C=C2C=2C=CC(=C(C(=O)N[C@@H]1CN(C[C@@H]1F)C(C1=C(C=C(C=C1F)F)F)=O)C2)C)C(F)(F)F